ClC=1N=C(C2=C(N1)CCS2)NC2=CC(=C(C=C2)CC(=O)OC)F methyl 2-(4-((2-chloro-6,7-dihydrothieno[3,2-d]pyrimidin-4-yl)amino)-2-fluorophenyl)acetate